2-(4-chlorophenyl)-2-(1,2,4-triazol-1-yl)-ethylhexanoic acid ClC1=CC=C(C=C1)C(CC(C(=O)O)CCCC)N1N=CN=C1